amino-4-bromo-3-fluoro-5-formylbenzoic acid methyl ester COC(C1=C(C(=C(C(=C1)C=O)Br)F)N)=O